((3-hydroxypropyl)azanediyl)bis(hexane-6,1-diyl) bis(2-butyloctanoate) C(CCC)C(C(=O)OCCCCCCN(CCCCCCOC(C(CCCCCC)CCCC)=O)CCCO)CCCCCC